N-cyclopropyl-5-(isoindolin-2-ylmethyl)-2-((1-(methylsulfonyl)piperidin-4-yl)methoxy)benzenesulfonamide C1(CC1)NS(=O)(=O)C1=C(C=CC(=C1)CN1CC2=CC=CC=C2C1)OCC1CCN(CC1)S(=O)(=O)C